C[Si](C(C(=O)OC1=CC=CC=C1)C)(OC)C phenyl α-dimethylmethoxysilylpropionate